N1N=CC(=C1)C1=CC=C(C=C1)N1C([C@@]2(CC1)NC1=CC=C(C=C1C2)F)=O |r| Racemic-1'-(4-(1H-pyrazol-4-yl)phenyl)-5-fluorospiro[indoline-2,3'-pyrrolidine]-2'-one